C(CC)N1C=2N(C=3N=C(NC3C1=O)C=1C=NN(C1)CC=1C=NC=NC1)C=CN2 5-Propyl-2-[1-(pyrimidin-5-ylmethyl)pyrazol-4-yl]-3H-imidazo[2,1-b]purin-4-on